dioxacyclohexanediol diacrylate C(C=C)(=O)OC1(OOCCC1)OC(C=C)=O